1-O-tert-butyl 2-O-methyl (2R,4R)-4-hydroxypyrrolidine-1,2-dicarboxylate O[C@@H]1C[C@@H](N(C1)C(=O)OC(C)(C)C)C(=O)OC